N-(ammoniumoxy)-N-nitrosophenylamine [NH3+]ON(N=O)C1=CC=CC=C1